2-(3-chlorophenyl)-2-methyl-1-phenylpropyl (3-cyclohexyl-1-((4-(ethylamino)-3,4-dioxo-1-(2-oxopyrrolidin-3-yl)butan-2-yl)amino)-1-oxopropan-2-yl)carbamate C1(CCCCC1)CC(C(=O)NC(CC1C(NCC1)=O)C(C(=O)NCC)=O)NC(OC(C(C)(C)C1=CC(=CC=C1)Cl)C1=CC=CC=C1)=O